3-(5-((2-fluoro-4-((3-morpholinoazetidin-1-yl)methyl)benzyl)amino)-4-oxoquinazolin-3(4H)-yl)piperidine-2,6-dione FC1=C(CNC2=C3C(N(C=NC3=CC=C2)C2C(NC(CC2)=O)=O)=O)C=CC(=C1)CN1CC(C1)N1CCOCC1